R-2-fluoropropionic acid methyl ester COC([C@@H](C)F)=O